CC1=CC=C(C=C1)OC2=CC=CC(=C2)C 3,4'-Dimethyl diphenyl ether